triaminotridecene NC(CCCCCCCCCCC=C)(N)N